3-amino-6-(1-methyl-1H-1,3-benzodiazol-6-yl)-5-(2H-1,2,3-triazol-2-yl)pyrazine-2-carboxylic acid NC=1C(=NC(=C(N1)N1N=CC=N1)C=1C=CC2=C(N(C=N2)C)C1)C(=O)O